5-(3,5-Dimethylpiperazin-1-yl)-2-(2,6-dioxopiperidin-3-yl)isoindoline CC1CN(CC(N1)C)C=1C=C2CN(CC2=CC1)C1C(NC(CC1)=O)=O